rac-(6-Chloro-imidazo[1,5-a]pyridin-5-yl)-(1-phenyl-1H-[1,2,3]triazol-4-yl)-methanol ClC=1C=CC=2N(C1[C@@H](O)C=1N=NN(C1)C1=CC=CC=C1)C=NC2 |r|